O=C(C(=O)[O-])CC Oxobutanate